Racemic-3-(6-Aminopyridin-3-yl)-3-methylpiperidine-2,6-dione NC1=CC=C(C=N1)[C@@]1(C(NC(CC1)=O)=O)C |r|